4-(3-Chloroanilino)-2'-[(2R)-3-{[(6RS,8SR)-8-hydroxy-6-methyl-5,6,7,8-tetrahydroquinolin-4-yl]oxy}-2-methylpropyl]-2',3'-dihydrospiro[cyclohexane-1,1'-indene]-4-carboxylic acid ClC=1C=C(NC2(CCC3(C(CC4=CC=CC=C34)C[C@H](COC3=CC=NC=4[C@H](C[C@@H](CC34)C)O)C)CC2)C(=O)O)C=CC1 |&1:26,28|